4-(4-methyl-5,6-dihydro-1,2,4-triazin-1(4H)-yl)aniline CN1C=NN(CC1)C1=CC=C(N)C=C1